C(C1=CC=CC=C1)OC(=O)NS(=O)(=O)N1C(=C(C=C1)C=1C=NC(=CC1)NCCNC(=O)OC(C)(C)C)C(=O)OCC1=CC=CC=C1 benzyl 1-(benzyloxycarbonylsulfamoyl)-3-[6-[2-(tert-butoxycarbonylamino)ethylamino]-3-pyridyl]pyrrole-2-carboxylate